bis[(4-fluorophenyl)thio]phenylphosphine FC1=CC=C(C=C1)SP(C1=CC=CC=C1)SC1=CC=C(C=C1)F